5-methyl-10-oxothianthrenium tetrakis(pentafluorobenzyl)borate FC1=C(C(=C(C(=C1C[B-](CC1=C(C(=C(C(=C1F)F)F)F)F)(CC1=C(C(=C(C(=C1F)F)F)F)F)CC1=C(C(=C(C(=C1F)F)F)F)F)F)F)F)F.C[S+]1C=2C=CC=CC2S(C2=CC=CC=C12)=O